tert-butyl 4-((4-bromo-2-(trifluoromethoxy)benzyl)carbamoyl)piperidine-1-carboxylate BrC1=CC(=C(CNC(=O)C2CCN(CC2)C(=O)OC(C)(C)C)C=C1)OC(F)(F)F